3-{2-chloro-4-methoxy-7H-pyrrolo[2,3-d]pyrimidin-7-yl}-4,4-dimethylvalerate ClC=1N=C(C2=C(N1)N(C=C2)C(CC(=O)[O-])C(C)(C)C)OC